C12(CC3CC(CC(C1)C3)C2)C2=CC=C(C=C2)Br 4-(1-adamantyl)bromobenzene